Natrium (S)-3-(3-(1-Methyl-4-oxido-2-oxo-1,2-dihydropyridin-3-yl)ureido)-3-(2'-(trifluoromethoxy)biphenyl-3-yl)propanoat CN1C(C(=C(C=C1)[O-])NC(N[C@@H](CC(=O)[O-])C=1C=C(C=CC1)C1=C(C=CC=C1)OC(F)(F)F)=O)=O.[Na+].[Na+]